4-{4-[(4-methoxyphenyl)methyl]piperazin-1-yl}-3-nitro-N-(pyridin-2-ylmethyl)benzenesulfonamide COC1=CC=C(C=C1)CN1CCN(CC1)C1=C(C=C(C=C1)S(=O)(=O)NCC1=NC=CC=C1)[N+](=O)[O-]